8-(1-fluorovinyl)-2-trifluoromethyl-2H-benzopyran-3-carboxylic acid FC(=C)C1=CC=CC=2C=C(C(OC21)C(F)(F)F)C(=O)O